(+/-)-5,5-dimethyl-1,2,3,4,5,6,7,8-octahydro-2-naphthaldehyde CC1(C=2CC[C@H](CC2CCC1)C=O)C |r|